FC(C1=C(OCC=2C=C(C(=O)O)C=CC2)C=CC=C1)F 3-((2-(difluoromethyl)phenoxy)methyl)benzoic acid